FC=1C=C(CNC2=NC(=NC(=N2)N2CCNCC2)N2N=CC=C2)C=C(C1)F N-(3,5-difluorobenzyl)-4-(piperazin-1-yl)-6-(1H-pyrazol-1-yl)-1,3,5-triazin-2-amine